CC1OC[C@@H]2[C@@H](O1)[C@@H]([C@H]([C@H](O2)O)O)O 4,6-O-ethylidene-α-D-glucose